9-chlorofluoromethyl-fluorene ClC1C2=CC=CC=C2C=2C=CC=C(C12)CF